C(C)(C)(C)[Si](C1=CC=CC=C1)(C1=CC=CC=C1)Cl tert-butyl-chlorodiphenyl-silane